C(C)N1C(C(=CC2=CN=C(C=C12)NC(=O)C1CC1)C=1C=NC(=CC1C)[C@@H](CCC)O)=O (R)-N-(1-ethyl-3-(6-(1-hydroxybutyl)-4-methylpyridin-3-yl)-2-oxo-1,2-dihydro-1,6-naphthyridin-7-yl)cyclopropanecarboxamide